C(C)(C)(C)N1N=C(C=C1NC1=CC(=NC(=C1)C(F)F)CCCCCNC(OC(C)(C)C)=O)[C@@H]1C[C@@H](CC1)O[Si](C)(C)C(C)(C)C tert-butyl (5-(4-((1-(tert-butyl)-3-((1S,3R)-3-((tert-butyldimethylsilyl)oxy)cyclopentyl)-1H-pyrazol-5-yl)amino)-6-(difluoromethyl)pyridin-2-yl)pentyl)carbamate